C1(=CC=CC=C1)C1=CN(C=C1)[Si](C(C)C)(C(C)C)C(C)C 3-phenyl-1-(triisopropylsilyl)pyrrole